3-acetamido-5-(hydroxymethyl)-1H-indole-1-carboxylic acid tert-butyl ester C(C)(C)(C)OC(=O)N1C=C(C2=CC(=CC=C12)CO)NC(C)=O